OC(CCC(=O)NC1=CC=CC=C1)CCCCCCCCCCCCCC 4-hydroxystearamidobenzene